OC1=C(C(=CC=C1)CCCCCCCC(=O)O)CCCCCCCC(=O)O hydroxybenzenedicaprylic acid